(S)-N-(1-(3-(2-cyclopropylpyridin-4-yl)-1,2,4-oxadiazol-5-yl)ethyl)-3-(4-fluorophenyl)-1-methyl-1H-pyrazole-5-carboxamide C1(CC1)C1=NC=CC(=C1)C1=NOC(=N1)[C@H](C)NC(=O)C1=CC(=NN1C)C1=CC=C(C=C1)F